C(C1=CC=CC=C1)(C1=CC=CC=C1)N1CCN(CC1)C(=O)C1=CC2=C(C(C=3C(=NSN3)C2=O)=O)S1 6-(4-benzhydryl-piperazine-1-carbonyl)thieno[2',3':4,5]benzo[1,2-c][1,2,5]thiadiazole-4,8-dione